(E)-6-(4-ethylphenylmethylene)-5-oxo-5,6,7,8-tetrahydronaphthalene-2-carboxylic acid C(C)C1=CC=C(C=C1)\C=C/1\C(C=2C=CC(=CC2CC1)C(=O)O)=O